C(C)(C)(C)OC(=O)N1[C@H](C[C@@H](C1)F)C1=C(C=CC(=C1)F)O[C@@H](C)CCCN1C=NC=2C=NC=3C=CC(=CC3C21)Br (2R,4S)-2-(2-((S)-5-(8-bromo-1H-imidazo[4,5-c]quinolin-1-yl)pent-2-yloxy)-5-fluorophenyl)-4-fluoropyrrolidine-1-carboxylic acid tert-butyl ester